C1(=CC=CC=C1)N1C(=NC2=C1C=CC=C2)C2=CC=C(C=C2)C2=C1C=CC3=C(C1=NC=1C4=C(C=CC21)C=CC=C4)C=CC=C3 7-(4-(1-phenyl-1H-benzo[d]imidazol-2-yl)phenyl)dibenzo[c,h]acridine